C(C=1C(C(=O)[O-])=CC(C(=O)[O-])=CC1)(=O)OCCCCCCCC n-octyl trimellitate